C(C)(=O)OCCCCCCC=O OXO-HEPTYL ACETATE